C(N)(=O)C1=C(N(N=C1C1=CC(=C(C(=C1)F)CC(=O)NC1=CC(=NO1)CC(C)(C)C)F)C(C)C)NC(OC(C)(C)C)=O tert-Butyl N-[4-carbamoyl-5-[4-[2-[[3-(2,2-dimethylpropyl)isoxazol-5-yl]amino]-2-oxo-ethyl]-3,5-difluoro-phenyl]-2-isopropyl-pyrazol-3-yl]carbamate